C(C1=CC=CC=C1)OCCN(CCCN1N=NC2=C1C=CC(=C2C)Br)C N-[2-(benzyloxy)ethyl]-3-(5-bromo-4-methyl-1H-benzotriazol-1-yl)-N-methylpropan-1-amine